[Si](C)(C)(C(C)(C)C)OCC=1N=C(SC1C)N(CCC#N)CC 3-((4-(((tert-butyldimethylsilyl)oxy)methyl)-5-methylthiazol-2-yl)(ethyl)amino)propionitrile